2-(1-(4-((4-(4-(cyanomethyl)piperazin-1-yl)phenyl)amino)-5-oxo-5,6-dihydropyrimido[4,5-d]pyridazin-2-yl)piperidin-4-yl)acetonitrile C(#N)CN1CCN(CC1)C1=CC=C(C=C1)NC1=NC(=NC=2C=NNC(C21)=O)N2CCC(CC2)CC#N